BrC1=CC=C(C=C1)C1=NOC(C1C)=O 3-(4-bromophenyl)-4-methyl-isoxazol-5(4H)-one